BrC1=CC(=C(C=C1O)CC(=O)NC1=CC(=NC=C1)C(=O)NC1(CC1)C(F)(F)F)F 4-[[2-(4-bromo-2-fluoro-5-hydroxy-phenyl)acetyl]amino]-N-[1-(trifluoromethyl)cyclopropyl]pyridine-2-carboxamide